C(C(C)C)[C@H]1[C@@H](C1)C=1C=2N(N=C(C1)C=1C(NC(NC1)=O)=O)C=CN2 5-(8-((1R,2R)-2-isobutylcyclopropyl)imidazo[1,2-b]pyridazin-6-yl)pyrimidine-2,4(1H,3H)-dione